DiAllylamine C(C=C)NCC=C